tert-butyl (3-((5-(difluoromethoxy)pyrimidin-2-yl)amino)-2-methylpropyl)carbamate FC(OC=1C=NC(=NC1)NCC(CNC(OC(C)(C)C)=O)C)F